NC1=NC=2C=C(C(=CC2C2=C1C=NN2C)C(=O)N2N(CCC(C2)C)C2=NC=CC=C2F)C (4-amino-1,7-dimethyl-1H-pyrazolo[4,3-c]quinolin-8-yl)(2-(3-fluoropyridin-2-yl)-5-methyltetrahydropyridazin-1(2H)-yl)methanone